N-hydroxy-8-(5-oxo-5,6-dihydro-12H-[1,3]dioxolo[4',5':5,6]indolo[3,2-c]isoquinolin-12-yl)octanamide ONC(CCCCCCCN1C2=CC3=C(C=C2C=2NC(C4=CC=CC=C4C21)=O)OCO3)=O